hexanediol dipersulfate S(=O)(=O)(O)OOS(=O)(=O)O.S(=O)(=O)(O)OOS(=O)(=O)O.C(CCCCC)(O)O